((2S,5R)-1,5-dimethyl-3-(4-methyl-1H-indol-7-yl)-1,2,5,6-tetrahydropyridin-2-yl)methanol CN1[C@@H](C(=C[C@H](C1)C)C=1C=CC(=C2C=CNC12)C)CO